2,3-dimethyl-maleate C/C(/C(=O)[O-])=C(/C(=O)[O-])\C